FC=1C=C(C=C(C1OC1=CC=NC2=CC(=C(N=C12)OC)OCCO)F)NC(=O)C=1C=NC=CC1OC N-(3,5-difluoro-4-((7-(2-hydroxyethoxy)-6-methoxy-1,5-naphthyridin-4-yl)oxy)phenyl)-4-methoxypyridine-3-carboxamide